OC=1C(=C(N=NC1)SC1=NC=CC(=N1)C)C(=N)N hydroxy-3-[(4-methylpyrimidin-2-yl)sulfanyl]pyridazine-4-carboxamidine